N1C(NCC=C1)=O 3,4-dihydropyrimidine-2(1H)-one